FCC(C)NCC1=NC=C(C#N)C=C1 6-(((1-fluoropropan-2-yl)amino)-methyl)nicotinonitrile